[Zn+2].C(C)N(C([S-])=S)CC.C(C)N(C([S-])=S)CC diethyldithiocarbamic acid zinc salt